NC1=C(C=C(C(=O)OC)C=C1)NCCOC1CCC1 Methyl 4-amino-3-((2-cyclobutoxyethyl)amino)benzoate